C(C)(C)(C)OC(C(CC1=C(C=C(C=C1)Br)Br)N)=O 2-amino-3-(2,4-dibromophenyl)propionic acid tert-butyl ester